C(C1=CC=CC=C1)N1[C@@H]([C@H]1C(F)(F)F)C(=O)O (2S,3S)-1-benzyl-3-(trifluoromethyl)aziridine-2-carboxylic acid